4-n-nonylphenoxyoctaethyleneglycol C(CCCCCCCC)C1=CC=C(OC(COCCOCCOCCOCCOCCOCCOCCO)O)C=C1